FC1=CC=C2C(N(C(=NC2=C1)C(F)(F)F)C=1SC=C(N1)C1=CC=CC=C1)=O 7-Fluoro-3-(4-phenylthiazol-2-yl)-2-(trifluoromethyl)quinazolin-4(3H)-one